Cl.N1=CN=C(C2=C1NC=C2)NC=2C=CC1=C(NC3(NC1=O)CCC3)N2 7'-((7H-pyrrolo[2,3-d]pyrimidin-4-yl)amino)-1'H-spiro[cyclobutane-1,2'-pyrido[2,3-d]pyrimidine]-4'(3'H)-one hydrochloride